COC(=O)C=1C=CC2=C(N(C(=N2)CN2CCC(CC2)C2=C(C=CC=C2)OCC2=CC=C(C=3C=C(OC32)F)Cl)C[C@H]3OCC3)C1 (S)-2-((4-(2-((4-chloro-2-fluorobenzofuran-7-yl)methoxy)phenyl)piperidin-1-yl)methyl)-1-(oxetan-2-ylmethyl)-1H-benzo[d]imidazole-6-carboxylic acid methyl ester